L(-)-lyxose O=C[C@H](O)[C@H](O)[C@@H](O)CO